O1C=2C(OCC1CCCCCCCCS(=O)(=O)O)=CSC2 8-(2,3-Dihydrothieno[3,4-b][1,4]dioxin-2-yl)octane-1-sulfonic acid